ClC1=C(C=NN1)C=1N=CC2=C(N1)N(C=C2C(=O)[C@@H]2COC1=CC=C(C=C1C2)Cl)C[C@H](C)O (2-(5-Chloro-1H-pyrazol-4-yl)-7-((S)-2-hydroxypropyl)-7H-pyrrolo[2,3-d]pyrimidin-5-yl)((S)-6-chlorochroman-3-yl)methanone